5-Carbamoyl-pyridin-3-yl (R)-4-(3-chloro-5-fluorobenzyl)-2-methyl-piperazine-1-carboxylate ClC=1C=C(CN2C[C@H](N(CC2)C(=O)OC=2C=NC=C(C2)C(N)=O)C)C=C(C1)F